N-(+)-Biotinyl-6-aminohexanoic acid C1[C@H]2[C@@H]([C@@H](S1)CCCCC(=O)NCCCCCC(=O)O)NC(=O)N2